COC=1C(=C2C=CNC2=C(C1)C)CN1N=C2C=C(C=CC2=C1)C#N 2-((5-methoxy-7-methyl-1H-indol-4-yl)methyl)-2H-indazole-6-carbonitrile